C(N(C(=O)N)C1=CC=CC=C1)N(C(=O)N)C1=CC=CC=C1 methylenebis(phenylurea)